7-(1H-pyrrolo[2,3-b]pyridin-3-yl)-1-(2-(tetrahydro-2H-pyran-4-yl)ethyl)-3,4-dihydropyrazino[2,3-b]pyrazin-2(1H)-one N1C=C(C=2C1=NC=CC2)C2=CN=C1C(=N2)N(C(CN1)=O)CCC1CCOCC1